N-(1-(6,7-difluoro-1-methoxyisoquinolin-4-yl)ethyl)-8-fluoro-N-methylindolizine-2-carboxamide FC=1C=C2C(=CN=C(C2=CC1F)OC)C(C)N(C(=O)C=1C=C2C(=CC=CN2C1)F)C